propan-1-yl 4-O-(6-O-sulfo-beta-D-galactopyranosyl)-beta-D-glucopyranoside S(=O)(=O)(O)OC[C@@H]1[C@@H]([C@@H]([C@H]([C@@H](O1)O[C@H]1[C@@H]([C@H]([C@H](OCCC)O[C@@H]1CO)O)O)O)O)O